C(C1=CC=CC=C1)OC([C@H](CC(C)C)NC(C)C)=O.CC(C(=O)NC=1C=CC=C2CCN(C12)C1=CC(=NC=C1)NC(=O)C1CC1)=C(C)C N-(4-(7-(2,3-dimethylbut-2-enamido)-3H-indol-1-yl)pyridin-2-yl)cyclopropanecarboxamide (S)-benzyl-2-(isopropylamino)-4-methylpentanoate